C(=O)C1CC(N(CC1)C(=O)OCC1=CC=CC=C1)(C)COC benzyl 4-formyl-2-(methoxymethyl)-2-methylpiperidine-1-carboxylate